1-(4-Methoxyphenyl)-3-((1s,4s)-4-((7-morpholino-1,6-naphthyridin-5-yl)oxy)cyclohexyl)urea COC1=CC=C(C=C1)NC(=O)NC1CCC(CC1)OC1=C2C=CC=NC2=CC(=N1)N1CCOCC1